ClC1=C(C(=CC=C1)C)NC(=O)C1=CN=C(S1)NC1=NC(=NC(=C1)N1CCN(CC1)C(CCC(=O)NC1=C2CN(C(C2=CC=C1)=O)C1C(NC(CC1)=O)=O)=O)C N-(2-chloro-6-methylphenyl)-2-((6-(4-(4-((2-(2,6-dioxopiperidin-3-yl)-1-oxoisoindolin-4-yl)amino)-4-oxobutanoyl)piperazin-1-yl)-2-methylpyrimidin-4-yl)amino)thiazole-5-carboxamide